N-(3,5-Dimethylphenyl)-N1-(4-ethylphenyl)-6-morpholin-4-yl-[1,3,5]triazine-2,4-diamine hydrochloride Cl.CC=1C=C(C=C(C1)C)NC1N(C(=NC(=N1)N)N1CCOCC1)C1=CC=C(C=C1)CC